N-(2-(pyrrolidin-1-yl)-5-trifluoromethylphenyl)-4-fluorobenzo[d]isothiazole-1,1-dioxide N1(CCCC1)C1=C(C=C(C=C1)C(F)(F)F)N1S(C2=C(C1)C(=CC=C2)F)(=O)=O